(R)-2-((1-(2-cyano-3-(3,4-dihydro-2,7-naphthyridin-2(1H)-yl)-7-methylquinoxalin-5-yl)ethyl)amino)benzoic acid C(#N)C1=NC2=CC(=CC(=C2N=C1N1CC2=CN=CC=C2CC1)[C@@H](C)NC1=C(C(=O)O)C=CC=C1)C